C1(CC1)OC1=CC(=C(C(=C1C#N)C1=C(C=NN1C)C=1C=C2N=C(C=3N(C2=CC1)C=NC3)NCC3=C(C=C(C=C3)OC)OC)F)C#CC 6-cyclopropoxy-2-(4-(4-((2,4-dimethoxybenzyl)amino)imidazo[1,5-a]quinoxalin-7-yl)-1-methyl-1H-pyrazol-5-yl)-3-fluoro-4-(prop-1-yn-1-yl)benzonitrile